FC1=C(C(=CC=C1)F)C(C(=O)N(C)OC)NC(OC(C)(C)C)=O tert-butyl N-[1-(2,6-difluorophenyl)-2-[methoxy(methyl)amino]-2-oxo-ethyl]carbamate